(5s,7s)-7-fluoro-5-phenyl-2-[rac-(1s,2r)-2-(trifluoromethyl)cyclopropyl]sulfonyl-6,7-dihydro-5H-pyrrolo[1,2-b][1,2,4]triazole F[C@H]1C[C@H](N2N=C(N=C21)S(=O)(=O)[C@@H]2[C@H](C2)C(F)(F)F)C2=CC=CC=C2 |&1:12,13|